1,12-Dioxo-1-(4-tritylpiperazin-1-yl)-2,5,8,11-tetraoxo-15-pentadecanoic acid O=C(C(CCC(CCC(CCC(C(CCC(=O)O)=O)=O)=O)=O)=O)N1CCN(CC1)C(C1=CC=CC=C1)(C1=CC=CC=C1)C1=CC=CC=C1